C(C)C1=C(C=CC=C1)CC(C=O)(C)C 3-(2-ethylphenyl)-2,2-dimethyl-propanal